(5-(3,5-Difluorophenyl)-4,5-dihydro-1H-pyrazol-1-yl)(3-(((6-(dimethylphosphoryl)pyrimidin-4-yl)oxy)methyl)bicyclo[1.1.1]pentan-1-yl)methanone FC=1C=C(C=C(C1)F)C1CC=NN1C(=O)C12CC(C1)(C2)COC2=NC=NC(=C2)P(=O)(C)C